The molecule is a (2R)-2-methylacyl-CoA(4-) oxanion arising from deprotonation of the phosphate and diphosphate OH groups of (2R)-2-methyltetradecanoyl-CoA; major species at pH 7.3 It is a (2R)-2-methylacyl-CoA(4-) and a long-chain fatty acyl-CoA(4-). It is a conjugate base of a (2R)-2-methyltetradecanoyl-CoA. CCCCCCCCCCCC[C@@H](C)C(=O)SCCNC(=O)CCNC(=O)[C@@H](C(C)(C)COP(=O)([O-])OP(=O)([O-])OC[C@@H]1[C@H]([C@H]([C@@H](O1)N2C=NC3=C(N=CN=C32)N)O)OP(=O)([O-])[O-])O